2-(pyrimidine-2-ylamino)-9-(trifluoromethyl)-7H-pyrimido[5',4':3,4]cyclopenta[1,2-c]quinolin-7-one N1=C(N=CC=C1)NC=1C=C2C3=C(C=NC2=CC1)C(C1=C3C=NC(=N1)C(F)(F)F)=O